14-(t-butoxy)-14-oxotetradecanoic acid C(C)(C)(C)OC(CCCCCCCCCCCCC(=O)O)=O